1-(4-methoxybenzyl)-1H-pyrazole-3-carbaldehyde COC1=CC=C(CN2N=C(C=C2)C=O)C=C1